O(C1=CC=CC=C1)CC=1N=CN(C1)C=1NC2=C(N1)C=CC=C2 (4-phenoxymethylimidazol-1-yl)benzimidazole